2-hydroxy-3-[bis(2-hydroxyethyl)amino]-1-propanesulfonic acid OC(CS(=O)(=O)O)CN(CCO)CCO